(S)-1-(5-((1,1-dioxidohexahydro-5H-isothiazolo[2,3-a]pyrazin-5-yl)methyl)pyrazolo[1,5-a]pyridin-3-yl)dihydropyrimidine-2,4(1H,3H)-dione O=S1(CC[C@@H]2N1CCN(C2)CC2=CC=1N(C=C2)N=CC1N1C(NC(CC1)=O)=O)=O